(Z)-3-chloro-N-(2-((2-(2,6-difluoro-3,5-dimethoxybenzoyl)furo[2,3-c]pyridin-5-yl)amino)-5-(4-ethylpiperazin-1-yl)phenyl)acrylamide Cl\C=C/C(=O)NC1=C(C=CC(=C1)N1CCN(CC1)CC)NC=1C=C2C(=CN1)OC(=C2)C(C2=C(C(=CC(=C2F)OC)OC)F)=O